4-cyclohexanedimethanol biscyanoacetate C(#N)C(C(=O)OCC1CCC(CC1)CO)C#N